N1(CC(CCC1)C(=O)OCC)C(=O)OCC1=CC=CC=C1 1-benzyl 3-ethyl piperidine-1,3-dicarboxylate